(S)-N-(4-(4-amino-1-methyl-7-(6-(4-methylpiperazin-1-yl)pyridin-3-yl)-1H-pyrazolo[4,3-c]pyridin-3-yl)-2-(1-(4-fluorophenyl)ethoxy)phenyl)-1,1-difluoromethanesulfonamide NC1=NC=C(C2=C1C(=NN2C)C2=CC(=C(C=C2)NS(=O)(=O)C(F)F)O[C@@H](C)C2=CC=C(C=C2)F)C=2C=NC(=CC2)N2CCN(CC2)C